5-[2-(triisopropylsilyl)ethynyl]naphthalen-2-ol C(C)(C)[Si](C#CC1=C2C=CC(=CC2=CC=C1)O)(C(C)C)C(C)C